2-((S)-2-(2-fluorobenzyl)azepan-1-yl)-6-((R)-2-methylmorpholino)pyrimidin-4(3H)-one FC1=C(C[C@H]2N(CCCCC2)C2=NC(=CC(N2)=O)N2C[C@H](OCC2)C)C=CC=C1